3-{N-[3-(dimethylamino)-propyl]decanoylamino}dodecanoic acid CN(CCCCCCCCCCCCC(=O)NC(CC(=O)O)CCCCCCCCC)C